FC1=C(C=CC(=C1F)C)C=1N=NN(C1)[C@@H]1[C@H](CO[C@H]2[C@@H]1OC(OC2)(C)C)OC (4aR,6R,7R,8R,8aR)-8-(4-(2,3-Difluoro-4-methylphenyl)-1H-1,2,3-triazol-1-yl)-7-methoxy-2,2-dimethylhexahydropyrano[3,2-d][1,3]dioxin